ethyl 2-[(3,5-dibenzyloxy-4-methyl-pyridine-2-carbonyl)amino]acetate C(C1=CC=CC=C1)OC=1C(=NC=C(C1C)OCC1=CC=CC=C1)C(=O)NCC(=O)OCC